FC(OC=1C=C(C=CC1)N1C(N(C2=C1C=CC(=C2)C(=O)N[C@@H]2[C@H](CCC2)O)C(C)C)=O)F 1-[3-(difluoromethoxy)phenyl]-N-[(1S,2S)-2-hydroxycyclopentyl]-3-isopropyl-2-oxo-benzimidazole-5-carboxamide